2-(3,5-dimethyl-2-(2-morpholinoethoxy)benzyl)benzonitrile hydrochloride Cl.CC=1C(=C(CC2=C(C#N)C=CC=C2)C=C(C1)C)OCCN1CCOCC1